2-(2-chlorophenoxy)-N-phenyl-N-(thiophen-2-ylmethyl)acetamide ClC1=C(OCC(=O)N(CC=2SC=CC2)C2=CC=CC=C2)C=CC=C1